O[C@H](CNC1=NC2=CC=CC=C2C(N1CC=1C=NN(C1)C)=O)C 2-{[(2S)-2-hydroxypropyl]amino}-3-[(1-methylpyrazol-4-yl)methyl]quinazolin-4-one